C(C)(C)N1CCN(CC1)C1=CC=C(C=C1)C1=CC2=C(C=N1)C=C(N2C)C2=CC=C(C=C2)S(=O)(=O)C 6-(4-(4-Isopropylpiperazin-1-yl)phenyl)-1-methyl-2-(4-(methylsulfonyl)phenyl)-1H-pyrrolo[3,2-c]pyridin